BrC=1C=C(C=CC1)N(C1=NC(=NC2=CC=CC=C12)Cl)C N-(3-bromophenyl)-2-chloro-N-methyl-quinazolin-4-amine